BrC1=CC=C2C=C(N=C(C2=C1)C1=CC(=C(C#N)C=C1)F)Cl 4-(7-bromo-3-chloroisoquinolin-1-yl)-2-fluorobenzonitrile